(2,3-difluorophenyl)acetic acid FC1=C(C=CC=C1F)CC(=O)O